N1C=NC2=C1C=CC(=C2)N2C([C@@H]([C@@H]2C=2C(=NC(=CC2)C=2N=NC(=CC2)C(F)(F)F)C)C2CC2)=O (3R,4R)-1-(1H-benzo[d]imidazol-5-yl)-3-cyclopropyl-4-(2-methyl-6-(6-(trifluoromethyl)pyridazin-3-yl)pyridin-3-yl)azetidin-2-one